The molecule is a methyl 2-(4-{[3-chloro-5-(trifluoromethyl)pyridin-2-yl]oxy}phenoxy)propanoate that has R configuration. It is a proherbicide (by hydrolysis of the methyl ester) for the herbicide haloxyfop-P, the most active enantiomer of the racemic herbicide haloxyfop. It has a role as a proherbicide, an EC 6.4.1.2 (acetyl-CoA carboxylase) inhibitor and an agrochemical. It derives from a haloxyfop-P. It is an enantiomer of a (S)-haloxyfop-methyl. C[C@H](C(=O)OC)OC1=CC=C(C=C1)OC2=C(C=C(C=N2)C(F)(F)F)Cl